C(=O)OCCCCCCCCCCCCCCCCCCCCCCCCCCCC n-octacosyl methanoate